BrC1=CC=CC(=N1)C1=NC2=CC=CC=C2C=C1 2-(6-bromopyridin-2-yl)quinoline